FC1=C(C(=O)C2=CC=C(C(=O)N[C@H]3[C@@H](CNC3)NC(=O)C=3C=NC(=CC3)O)C=C2)C(=CC=C1OC)O N-[(3R,4R)-4-[4-(2-fluoro-6-hydroxy-3-methoxybenzoyl)benzamido]pyrrolidin-3-yl]-6-hydroxypyridine-3-carboxamide